6-(3-(phenylmethoxy)cyclobutyl)-4-chloro-1-isopropyl-1H-pyrazolo[3,4-d]pyrimidine C1(=CC=CC=C1)COC1CC(C1)C1=NC(=C2C(=N1)N(N=C2)C(C)C)Cl